C(C1=CC=C(C(=O)OC(C)(C)C)C=C1)(=O)OC(C)(C)C Di-tert-butyl terephthalate